(S)-10-((2-((1R,4R)-2-Oxa-5-azabicyclo[2.2.1]heptan-5-yl)-5-chloropyrimidin-4-yl)amino)-2-cyclopropyl-3,3-difluoro-7-methyl-1,2,3,4-tetrahydro-[1,4]oxazepino[2,3-c]chinolin-6(7H)-on [C@H]12OC[C@H](N(C1)C1=NC=C(C(=N1)NC1=CC=3C4=C(C(N(C3C=C1)C)=O)OCC([C@@H](N4)C4CC4)(F)F)Cl)C2